1-(5-bromo-6-methylindoline-1-yl)propan-1-one BrC=1C=C2CCN(C2=CC1C)C(CC)=O